C(C)(=O)N1[C@H]([C@H](CCC1)NS(=O)(=O)C)CO[C@@H]1CC[C@@H](CC1)C=1C=NN(C1)C N-(cis-1-acetyl-2-(((cis-4-(1-methyl-1H-pyrazol-4-yl)cyclohexyl)oxy)methyl)piperidin-3-yl)methane-sulfonamide